FC(CN1N=NC2=C1C=C(C=C2)C=2C=CN1N=C(N=C(C12)OC)NC1CCN(CC1)C1(COC1)C#N)F 3-(4-((5-(1-(2,2-difluoroethyl)-1H-benzo[d][1,2,3]triazol-6-yl)-4-methoxypyrrolo[2,1-f][1,2,4]triazin-2-yl)amino)piperidin-1-yl)oxetan-3-carbonitrile